CC1=NC=2N(N1)N=C(C2)C 2,6-dimethyl-pyrazolo[1,5-b]-1,2,4-triazole